(2R)-2-(3,5-dimethoxyphenyl)-1-(7-methyl-3,4-dihydro-1H-spiro[1,8-naphthyridine-2,3'-pyrrolidin]-1'-yl)propan-1-one COC=1C=C(C=C(C1)OC)[C@H](C(=O)N1CC2(CC1)NC1=NC(=CC=C1CC2)C)C